Tris(3,5-dimethylphenyl)phosphate CC=1C=C(C=C(C1)C)OP(=O)(OC1=CC(=CC(=C1)C)C)OC1=CC(=CC(=C1)C)C